C(C)(C)(C)N(C(O)=O)C(C(=O)NC1=NC=C(C=C1)SCC1=CC=CC=C1)CC1=CC=CC=C1.NC1=C(C=CC=C1)NC(C1=CC=C(C=C1)CSC1=NN2C(C(=N1)N1CCCCC1)=CC=C2)=O N-(2-aminophenyl)-4-[[[4-piperidinylpyrrolo[2,1-f][1,2,4]triazin-2-yl]thio]methyl]benzamide tert-butyl-1-(5-(benzylsulfanyl)pyridin-2-ylamino)-1-oxo-3-phenylprop-2-ylcarbamate